N-(2-amino-2-methylpropyl)-6-(1H-pyrrolo[2,3-c]pyridin-2-yl)pyrazine-2-carboxamide NC(CNC(=O)C1=NC(=CN=C1)C1=CC=2C(=CN=CC2)N1)(C)C